2-(pyridin-3-ylethynyl)thiazole-4-carbaldehyde oxime hydrochloride Cl.N1=CC(=CC=C1)C#CC=1SC=C(N1)C=NO